CN1N(C(=C(N1)C)[Sn](CCCC)(CCCC)CCCC)C methyl-1-methyl-4-(methyl)-5-(tributylstannyl)-1H-1,2,3-triazole